C1(CC1)C(=O)N1CCC(CC1)C1=CC=C(C=C1)NC(OCC1=CN=CO1)=O oxazol-5-ylmethyl (4-(1-(cyclopropane-carbonyl)piperidin-4-yl)phenyl)carbamate